FC(C1=NN=C(O1)C=1C=CC(=NC1)CN1C(N(C2=C1C=C(C(=C2)C2=CC=NC=C2)F)[C@H]2CN(CC2)C)=O)F (R)-1-((5-(5-(difluoromethyl)-1,3,4-oxadiazole-2-yl)pyridine-2-yl)methyl)-6-fluoro-3-(1-methylpyrrolidine-3-yl)-5-(pyridine-4-yl)-1,3-dihydro-2H-benzo[d]imidazole-2-one